COC(OC)[SiH2]CCCNC(NCCC[SiH2]C(OC)OC)=O bis[3-dimethoxymethylsilylpropyl]urea